(3-(4-(3,5-dimethylisoxazol-4-yl)benzyl)-1,2,3-oxadiazol-3-ium-5-yl)((5-(trifluoromethyl)pyridin-3-yl)carbamoyl)amide CC1=NOC(=C1C1=CC=C(C[N+]2=NOC(=C2)[N-]C(NC=2C=NC=C(C2)C(F)(F)F)=O)C=C1)C